O1C=CC=2C1=CC=1C=CNC1C2 furo[2,3-f]indole